(5-fluoro-1-oxo-1,3-dihydro-2H-inden-2-ylidene)acetic acid FC=1C=C2CC(C(C2=CC1)=O)=CC(=O)O